ClC1=C2C(=NN(C2=C(C=C1)C=1C=C2C(=NC1C(CC1=CC(=CC(=C1)F)F)NC(OC(C)(C)C)=O)N(N=C2)COCC[Si](C)(C)C)C)NS(=O)(=O)C tert-butyl (1-(5-(4-chloro-1-methyl-3-(methylsulfonamido)-1H-indazol-7-yl)-1-((2-(trimethylsilyl)ethoxy)methyl)-1H-pyrazolo[3,4-b]pyridin-6-yl)-2-(3,5-difluorophenyl)ethyl)carbamate